tert-butyl (4-formylpiperidin-1-yl)carbamate C(=O)C1CCN(CC1)NC(OC(C)(C)C)=O